perfluorophenyl 2-(2-oxoindolin-6-yl)acetate O=C1NC2=CC(=CC=C2C1)CC(=O)OC1=C(C(=C(C(=C1F)F)F)F)F